C(C)(C)(C)OC(=O)N(C(OC(C)(C)C)=O)C1=C(N=NC(=C1)C1=C(C=CC(=C1)Cl)F)SCC[Si](C)(C)C tert-butyl N-[(tert-butoxy)carbonyl]-N-[6-(5-chloro-2-fluorophenyl)-3-{[2-(trimethylsilyl)ethyl]sulfanyl}pyridazin-4-yl]carbamate